N-(2-((1S,3R)-3-((5-Cyano-6-methylpyridin-2-yl)amino)cyclohexyl)-3-oxoisoindolin-5-yl)acrylamide C(#N)C=1C=CC(=NC1C)N[C@H]1C[C@H](CCC1)N1CC2=CC=C(C=C2C1=O)NC(C=C)=O